1,4,5,6-tetrahydro-3-cyclopentapyrazolecarboxylic acid N1N=C(C2=C1CCC2)C(=O)O